4-(2-carboxyethyl)benzeneboronic acid C(=O)(O)CCC1=CC=C(C=C1)B(O)O